CC[C@H]1C[C@@]23C(=O)/C(=C(\\[C@]4([C@@H]5CC[C@@H]([C@@H]([C@H]5C=C[C@H]4C/C=C/C/C(=C/[C@]2(C=C1C(=O)O)C)/C)O[C@H]6C[C@H]([C@@H]([C@H](O6)C)NC(=O)C7=C(C=CN7)Cl)O)C)CC)/O)/C(=O)O3 The molecule is a carbohydrate-containing antibiotic isolated from Actinomadura sp. MK73-NF4. It specifically inhibits the growth of gram-positive bacteria including multi-drug resistant strains such as Staphylococcus aureus MS9610 and menthicilin-resistant S.aureus (MRSA). It has a role as a metabolite, an antimicrobial agent and an antibacterial agent. It is an amide, an organochlorine compound, a monocarboxylic acid, a gamma-lactone, a macrocycle, a member of pyrroles, a trideoxyhexose derivative, a carbohydrate-containing antibiotic, an oxaspiro compound and a cyclic ketone.